N1C=NC(=C1)C1=CC=C(C=C1)CN(C)C 1-(4-(1H-imidazol-4-yl)phenyl)-N,N-dimethylmethylamine